tert-butyl (2S,4R)-2-((1H-1,2,3-triazol-1-yl)methyl)-4-(5-(2-methoxyphenyl) oxazole-2-carboxamido)pyrrolidine-1-carboxylate N1(N=NC=C1)C[C@H]1N(C[C@@H](C1)NC(=O)C=1OC(=CN1)C1=C(C=CC=C1)OC)C(=O)OC(C)(C)C